tert-butyl 4-(3-(2-(dimethylamino)ethylidene)-2-oxo-pyrrolidin-1-yl)isoindoline-2-carboxylate CN(CC=C1C(N(CC1)C1=C2CN(CC2=CC=C1)C(=O)OC(C)(C)C)=O)C